N1CCC2(CC1)COC1=C2C=CC=C1N1C(NC(CC1)=O)=O 1-(2H-spiro[benzofuran-3,4'-piperidin]-7-yl)dihydropyrimidine-2,4(1H,3H)-dione